5-((9H-fluoren-9-ylidene)amino)-6-(1-methyl-1H-indol-3-yl)hexanenitrile C1=CC=CC=2C3=CC=CC=C3C(C12)=NC(CCCC#N)CC1=CN(C2=CC=CC=C12)C